2-cyanoethyl-chloropyridine C(#N)CCC=1C(=NC=CC1)Cl